5-Bromo-2-nitro-4-(trifluoromethoxy)benzaldehyde BrC=1C(=CC(=C(C=O)C1)[N+](=O)[O-])OC(F)(F)F